(tert-butoxycarbonyl)amine C(C)(C)(C)OC(=O)N